O=C(CN1C(OC=N1)=O)C 3-(2-oxopropyl)-1,3,4-oxadiazol-2(3H)-one